tert-butyl (1-phenylpropan-2-yn-1-yl) carbonate C(OC(C)(C)C)(OC(C#C)C1=CC=CC=C1)=O